3-((5-(5-(difluoromethyl)-1,3,4-oxadiazole-2-yl)pyridine-2-yl)methyl)-5-fluoro-6-(6-(4-methylpiperazine-1-yl)pyridine-3-yl)benzo[d]oxazole-2(3H)-one FC(C1=NN=C(O1)C=1C=CC(=NC1)CN1C(OC2=C1C=C(C(=C2)C=2C=NC(=CC2)N2CCN(CC2)C)F)=O)F